2-{pyrazolo[1,5-a]pyrimidin-5-yl}-6-{[(2S)-1-(1H-tetrazol-1-yl)propan-2-yl]oxy}pyridine N1=CC=C2N1C=CC(=N2)C2=NC(=CC=C2)O[C@H](CN2N=NN=C2)C